FC1=CC(=C(C=C1C(NCC1=CC(=C(C=C1)OC(F)(F)F)F)=O)NC(=O)C1=CN=C(S1)C)C N-[4-fluoro-5-[[3-fluoro-4-(trifluoromethoxy)phenyl]methylcarbamoyl]-2-methylphenyl]-2-methyl-1,3-thiazole-5-carboxamide